C(C)OC(C(O)C1(OC(C(=C1)C1=CC2=CC=CC=C2C=C1)=O)C(=O)[O-])=O 2-(2-Ethoxy-1-hydroxy-2-oxoethyl)-4-(naphthalen-2-yl)-5-oxo-2,5-dihydrofuran-2-carboxylate